tert-Butyl ((1-benzyl-3-(3-(4-fluorophenyl)-2-oxopropyl)pyrrolidin-3-yl)methyl)carbamate C(C1=CC=CC=C1)N1CC(CC1)(CC(CC1=CC=C(C=C1)F)=O)CNC(OC(C)(C)C)=O